(E,Z)-3-Hexylidene-5-methyl-dihydro-furan-2-one C(/CCCCC)=C/1\C(OC(C1)C)=O